OC(C#CC(OCCC=1OC=2C(=CC3=C(N=C(O3)CCOC(C#CC(C)O)C)C2)N1)C)C 5-[2-[2-[2-(4-hydroxy-1-methyl-pent-2-ynoxy)ethyl]oxazolo[5,4-f][1,3]benzoxazol-6-yl]ethoxy]hex-3-yn-2-ol